CN1N=NC2=C1C=C(C=C2)C2=CNC=1N=C(N=CC12)NC1CCC(CC1)OCCO 2-(((1s,4s)-4-((5-(1-methyl-1H-benzo[d][1,2,3]triazol-6-yl)-7H-pyrrolo[2,3-d]pyrimidin-2-yl)amino)cyclohexyl)oxy)ethan-1-ol